4-((tert-butyldimethylsilyl)oxy)butanal [Si](C)(C)(C(C)(C)C)OCCCC=O